(6S)-6-(2-Chloro-3-{[6-(difluoromethyl)pyridin-3-yl]-amino}phenyl)-2-imino-6-methyl-3-tetrahydropyran-4-yl-hexahydropyrimidin-4-one ClC1=C(C=CC=C1NC=1C=NC(=CC1)C(F)F)[C@@]1(CC(N(C(N1)=N)C1CCOCC1)=O)C